(Trans)-11-amino-3-cyclopropyl-7-(pyrrolidin-3-yl)-4,5,6,7-tetrahydroisoxazolo[4'',3'':6',7']cyclohepta[1',2':4,5]pyrrolo[2,3-d]pyrimidin-4-ol 2,2,2-trifluoroacetate FC(C(=O)O)(F)F.NC=1C2=C(N=CN1)N(C1=C2C=2C(C(CC1)O)=C(ON2)C2CC2)C2CNCC2